CN1C=CC2=CC(=CC=C12)CNCC(=O)O 2-{[(1-methyl-1H-indol-5-yl)methyl]amino}acetic acid